trans-6-fluoro-N-({4-methyl-2-[6-methyl-3-(2H-1,2,3-triazol-2-yl)pyridine-2-carbonyl]-2-azabicyclo[3.1.1]hept-3-yl}methyl)-1,3-benzothiazol-2-amine FC1=CC2=C(N=C(S2)NCC2N(C3CC(C2C)C3)C(=O)C3=NC(=CC=C3N3N=CC=N3)C)C=C1